CC=1C=C2C(=CC(=C(C2=CC1)OC(C(=C)C)=O)Cl)OC 6-methyl-2-chloro-4-methoxy-1-methacryloyloxynaphthalene